tert-butyl 3-[(5-methoxycarbonyl-2-furyl)sulfonylmethyl]azetidine-1-carboxylate COC(=O)C1=CC=C(O1)S(=O)(=O)CC1CN(C1)C(=O)OC(C)(C)C